3,3'-(1,1,3,3-tetramethoxydisiloxane-1,3-diyl)bis(N,N-dipropylmethane-1-amine) CO[Si](O[Si](OC)(OC)CCCN(C)CCC)(OC)CCCN(C)CCC